N'-(6-(2-((E)-(dimethylamino)methylene)hydrazine-1-carbonyl)-3-nitropyridin-2-yl)-N,N-dimethylformamidine CN(C)\C=N\NC(=O)C1=CC=C(C(=N1)N=CN(C)C)[N+](=O)[O-]